(R)-N-(5-(5-ethyl-1,2,4-oxadiazole-3-yl)-2,3-dihydro-1H-indene-1-yl)-1-methyl-1H-pyrazole-4-carboxamide C(C)C1=NC(=NO1)C=1C=C2CC[C@H](C2=CC1)NC(=O)C=1C=NN(C1)C